C(C)N1[C@@H](CCCC1)[C@@H](C)OC=1C=C2CN(C(C2=CC1)=O)C1C(NC(CC1)=O)=O 3-(5-((R)-1-((S)-1-ethylpiperidin-2-yl)ethoxy)-1-oxoisoindolin-2-yl)piperidine-2,6-dione